ethyl-(t-butoxycarbonyl)-L-tyrosine C(C)N([C@@H](CC1=CC=C(C=C1)O)C(=O)O)C(=O)OC(C)(C)C